5,6-difluoro-4,7-bis(thienyl)-benzoxadiazole FC=1C(=C(C2=C(N=NO2)C1C=1SC=CC1)C=1SC=CC1)F